N-(5,6-Dimethoxy-benzothiazol-2-yl)-2-(4-ethanesulfonyl-phenyl)-2-m-tolylamino-acetamide COC=1C(=CC2=C(N=C(S2)NC(C(NC=2C=C(C=CC2)C)C2=CC=C(C=C2)S(=O)(=O)CC)=O)C1)OC